11-oxoundecan O=CCCCCCCCCCC